trans-N-[6-(2,5-difluorophenyl)pyridazin-3-yl]-3-[(2-fluorophenyl)methyl]-3-azabicyclo[3.1.0]hexane-6-amine FC1=C(C=C(C=C1)F)C1=CC=C(N=N1)NC1C2CN(CC12)CC1=C(C=CC=C1)F